BrC=1C=2N(C=C(C1)OCOC)C(=C(N2)I)CC(F)(F)F 8-bromo-2-iodo-6-(methoxymethoxy)-3-(2,2,2-trifluoroethyl)imidazo[1,2-a]pyridine